CC=1C=CC=C2C=CN=C(C12)N(C(C1=CC=C(C=C1)C1=NN=NN1)=O)[C@H]1CNCCC1 (R)-N-(8-methylisoquinolin-1-yl)-N-(piperidin-3-yl)-4-(1H-tetrazol-5-yl)benzamide